C(C1=CC=CC=C1)OC1=CC=C(C=C1)C1=NOC(=N1)C1=CC2=C(N(N=N2)C(C)C)C=C1 5-{3-[4-(benzyloxy)phenyl]-1,2,4-oxadiazol-5-yl}-1-(propan-2-yl)-1H-1,2,3-benzotriazole